bisquinoxalino[2,3-A:2',3'-C]phenazine C1=CC=CC2=NC3=C(C4=NC5=CC=CC=C5N=C4C4=C3N=C3C=CC=CC3=N4)N=C12